methyl 2-(3-(4-benzylpiperazin-1-yl)bicyclo[1.1.1]pentan-1-yl)-2H-indazole-6-carboxylate C(C1=CC=CC=C1)N1CCN(CC1)C12CC(C1)(C2)N2N=C1C=C(C=CC1=C2)C(=O)OC